Ethyl-N-[7-bromo-2-(4-methoxyphenyl)[1,2,4]triazolo[1,5-c]quinazolin-5-yl]-D-alanine C(C)N([C@H](C)C(=O)O)C1=NC=2C(=CC=CC2C=2N1N=C(N2)C2=CC=C(C=C2)OC)Br